P(=O)(O)(O)O.C1=C(C=CC=C1C)C.C1=C(C=CC=C1C)C di-2,6-xylene phosphate